2-butyl-2-methyloctyl icosanoate C(CCCCCCCCCCCCCCCCCCC)(=O)OCC(CCCCCC)(C)CCCC